C1(CC1)CN1C(=CC2=CC=CC(=C12)OCC1CNC(C1)=O)C1=NN2C(C=CC(=C2)C(=O)N2C[C@@H](C[C@H](C2)F)NC(OC(C)(C)C)=O)=C1C tert-butyl ((3R,5R)-1-(2-(1-(cyclopropylmethyl)-7-((5-oxopyrrolidin-3-yl)methoxy)-1H-indol-2-yl)-3-methylpyrazolo[1,5-a]pyridine-6-carbonyl)-5-fluoropiperidin-3-yl)carbamate